C(\C=C\C1=CC=C(C=C1)O)(=O)C(C(=O)O)(O)CC(=O)O p-coumaroyl-malic acid